FC(SC1=C(CNC(C)=O)C=CC=C1)(F)F N-{2-[(trifluoromethyl)thio]benzyl}acetamide